(Z)-1-(4-amino-2-fluorobut-2-en-1-yl)-4-(5-fluoropyridin-3-yl)-1H-benzo[d][1,2,3]triazole-6-carbonitrile NC\C=C(\CN1N=NC2=C1C=C(C=C2C=2C=NC=C(C2)F)C#N)/F